CC(CNC1=NC(=NC(=N1)NC1=CC=NC=C1)C1=CC=CC=C1)CC N2-(2-methylbutyl)-6-phenyl-N4-(pyridin-4-yl)-1,3,5-triazine-2,4-diamine